9-(2,6-dichloro-3,5-dimethoxyphenyl)-6,7-dimethyl-9H-pyrido[3',2':4,5]pyrrolo[2,3-d]pyrimidin-4-amine ClC1=C(C(=C(C=C1OC)OC)Cl)N1C2=C(C3=C1N=CN=C3N)C=C(C(=N2)C)C